2-(2,5-dimethylhexyl)epoxyethane (±)-Diethyl-2-(1-(1-((benzyloxy)carbonyl)pyrrolidin-2-yl)ethyl)malonate C(C)OC(C(C(=O)OCC)C(C)C1N(CCC1)C(=O)OCC1=CC=CC=C1)=O.CC(CC1CO1)CCC(C)C